FC=1C=NC(=NC1)N1CC2N(C3=CC=C(C=C3CC2)N)CC1 3-(5-fluoropyrimidin-2-yl)-2,3,4,4a,5,6-hexahydro-1H-pyrazino[1,2-a]quinolin-8-amine